OC(CC1=CC=C(C=C1)OC)(C1=CC=CC=C1)C1=C(C=CC=C1)NS(=O)(=O)C1=CC=C(C=C1)C N-(2-(1-hydroxy-2-(4-methoxyphenyl)-1-phenylethyl)phenyl)-4-methylbenzenesulfonamide